O1-tert-butyl O2-methyl (2R)-4-methylpiperazine-1,2-dicarboxylate CN1C[C@@H](N(CC1)C(=O)OC(C)(C)C)C(=O)OC